C(CCCCCCCCCCCCCCC(C)C)(=O)[O-].C(CCCCCCCCCCCCCCC(C)C)(=O)[O-].C(CCCCCCCCCCCCCCC(C)C)(=O)[O-].[Ti+3].CO[Si](CCCOCC1OC1)(OC)OC trimethoxy-[3-(oxiran-2-yl-methoxy)propyl]silane titanium triisooctadecanoate